FC=1C(=NC=C(C1)OC([2H])([2H])[2H])N1C(N(C=2C=NC=3C=C(C(=CC3C21)C=2C=NN(C2)C)OC)C)=O 1-[3-Fluoro-5-(trideuteriomethoxy)-2-pyridyl]-7-methoxy-3-methyl-8-(1-methyl-pyrazol-4-yl)imidazo[4,5-c]quinolin-2-one